(benzyloxycarbonyl)-L-lysine C(C1=CC=CC=C1)OC(=O)N[C@@H](CCCCN)C(=O)O